oxo-5-(tetrahydro-2H-pyran-4-yl)-4,5-dihydro-1H-pyrrolo[3,2-c]pyridine-7-carboxamide O=C1N(C=C(C2=C1C=CN2)C(=O)N)C2CCOCC2